C1(CC1)C1=C(C(=NO1)C1=C(C=CC=C1Cl)Cl)COC1C[C@H]2CC[C@@H](C1)N2/C(=N/O)/N (1R,3r,5S,E)-3-((5-cyclopropyl-3-(2,6-dichlorophenyl)isoxazol-4-yl)methoxy)-N'-hydroxy-8-azabicyclo[3.2.1]octane-8-carboxamidine